N1CCCC2=CC=CC=C12 1,2,3,4-tetra-hydroquinoline